FC1=C2CN(C(C2=CC=C1C1=NC=CC(=C1F)CN1CC(C1)C(C)(C)O)=O)C1C(NC(CC1)=O)=O 3-(4-fluoro-5-(3-fluoro-4-((3-(2-hydroxypropan-2-yl)azetidin-1-yl)methyl)pyridin-2-yl)-1-oxoisoindolin-2-yl)piperidine-2,6-dione